C(CCC)OC(N[C@H](C(NCC#C)=O)CC1=CC=C(C=C1)N(CCCl)CCCl)=O Butyl-(S)-(3-(4-(bis(2-chloroethyl)amino)phenyl)-1-oxo-1-(prop-2-yn-1-ylamino)propan-2-yl)carbamate